CC(C(=O)OC1CCC(CC1)C1CCC(CC1)OC(C(=C)C)=O)=C [1,1'-bi(cyclohexane)]-4,4'-diyl bis(2-methylacrylate)